Ethyl (S)-1-(5-chloro-2-(3-(morpholinomethyl)-1,2,3,4-tetrahydroisoquinoline-2-carbonyl) pyridin-3-yl)-4-methyl-1H-pyrazole-3-carboxylate ClC=1C=C(C(=NC1)C(=O)N1CC2=CC=CC=C2C[C@H]1CN1CCOCC1)N1N=C(C(=C1)C)C(=O)OCC